1-[3-(5-chloro-2-methoxyphenyl)-1,2,4-oxadiazol-5-yl]-6-[(1-methyl-1H-pyrazol-3-yl)sulfonyl]-6-azaspiro[2.5]octane ClC=1C=CC(=C(C1)C1=NOC(=N1)C1CC12CCN(CC2)S(=O)(=O)C2=NN(C=C2)C)OC